[Cl-].[Cl-].[Cl-].CC1=C(C(=C(C1([Ti+3])C)C)C)C Pentamethyl-cyclopentadienyl-titanium trichloride